C(C)(C)(C)OC(=O)N1CC(C(C1)=O)C#N.OC(COC1=CC=C(C=C1)C(C)(C)C1=CC=C(C=C1)OCC(COC(C(=C)C)=O)O)COC(C(=C)C)=O 2,2-bis[4-(2-hydroxy-3-methacryloxypropoxy)phenyl]propane tert-Butyl-3-cyano-4-oxopyrrolidine-1-carboxylate